CC1C(CC=CC)C(=O)OC1=O 5-hepten-2,3-dicarboxylic acid anhydride